The molecule is a perillyl alcohol in which the chiral centre has S configuration. It is an enantiomer of a (R)-(+)-perillyl alcohol. CC(=C)[C@H]1CCC(=CC1)CO